CCCCCCCCCCCCCCCCCCCCCCCCCC(=O)N[C@@H](COP(=O)([O-])O[C@@H]1[C@@H]([C@@H]([C@H]([C@@H]([C@H]1OC2[C@H]([C@H]([C@@H]([C@H](O2)COP(=O)([O-])OC3[C@@H]([C@H](C([C@H]([C@H]3O)O)O)O)O)O)O)O)O)O)O)O)[C@@H](C(CCCCCCCCCCCCCC)O)O The molecule is an inositol phosphomannosylinositol phosphophytoceramide(2-) having an inositol 1-phosphoryl group linked to the mannose residue (at the 6-position) and a hexacosanoyl group amide-linked to a C18 phytosphingosine base, with no hydroxylation of the C26 very-long-chain fatty acid. Major species at pH 7.3. It is a conjugate base of an Ins-1-P-6-Man-1-2-Ins-1-P-Cer(t18:0/26:0).